N-((3-benzylthiophen-2-yl)sulfonyl)-5-(3,4-dichlorophenoxy)-1H-indole-2-carboxamide C(C1=CC=CC=C1)C1=C(SC=C1)S(=O)(=O)NC(=O)C=1NC2=CC=C(C=C2C1)OC1=CC(=C(C=C1)Cl)Cl